C(N)(=O)C1=CC(=NC2=C1N=CN=C2N[C@@H]2CN(CCC2)C(=O)OC(C)(C)C)C2=CC=C(C=C2)CO tert-butyl (3S)-3-([8-carbamoyl-6-[4-(hydroxymethyl)phenyl]pyrido[3,2-d]pyrimidin-4-yl]amino)piperidine-1-carboxylate